2-fluoro-5-hydroxy-N-(pyrimidin-4-yl)benzenesulfonamide FC1=C(C=C(C=C1)O)S(=O)(=O)NC1=NC=NC=C1